C(C)(C)(C)OC([C@@H](NCC(=O)NC1=C(C=CC(=C1)C)N1N=NC(=C1)Cl)CC1=CC=CC=C1)=O (2-((2-(4-chloro-1H-1,2,3-triazol-1-yl)-5-methylphenyl)amino)-2-oxoethyl)phenylalanine tert-butyl ester